CN(S(=O)(=O)C1=CC=C(C=C1)S(=O)(=O)NC1=C(C=CC=C1)N1CCC(CC1)C(=O)OCCCC)C butyl 1-{2-[4-(dimethylsulfamoyl)benzenesulfonamido]phenyl}piperidine-4-carboxylate